4-(3-quinolylamino)-2-{p-[(1s,3s)-3-morpholinocyclobutoxy]phenylamino}pyrimidine N1=CC(=CC2=CC=CC=C12)NC1=NC(=NC=C1)NC1=CC=C(C=C1)OC1CC(C1)N1CCOCC1